tert-butyl 2-(2-formyl-6-(morpholine-4-carbonyl)quinolin-4-yl)benzoate C(=O)C1=NC2=CC=C(C=C2C(=C1)C1=C(C(=O)OC(C)(C)C)C=CC=C1)C(=O)N1CCOCC1